tert-butyl ((S)-1-((2S,4R)-4-hydroxy-2-(5-(4-(4-methylthiazol-5-yl)benzyl)-1H-imidazol-2-yl)pyrrolidin-1-yl)-3,3-dimethyl-1-oxobutan-2-yl)carbamate O[C@@H]1C[C@H](N(C1)C([C@H](C(C)(C)C)NC(OC(C)(C)C)=O)=O)C=1NC(=CN1)CC1=CC=C(C=C1)C1=C(N=CS1)C